O1OCC=CC2=C1C=CC=C2 [1,2]benzodioxepin